O1[C@H](CCC1)CN 1-[(2R)-oxacyclopent-2-yl]methylamine